(2S)-N-(4-(cyclopropylamino)-3,4-dioxo-1-((S)-2-oxopyrrolidin-3-yl)butan-2-yl)-2-((S)-3-(2,4-dichlorophenyl)pentanamido)-4,4-dimethylpentanamide C1(CC1)NC(C(C(C[C@H]1C(NCC1)=O)NC([C@H](CC(C)(C)C)NC(C[C@H](CC)C1=C(C=C(C=C1)Cl)Cl)=O)=O)=O)=O